OC1=CC=C(C=C1)C1COC2=CC(=CC=C2C1C1=CC=C(C=C1)O)O 3-(4-hydroxyphenyl)-4-(4-hydroxyphenyl)chroman-7-ol